2-(1-adamantyl)-7-methoxy-4-[3-[2-(sulfamoylamino)ethyl]azetidin-1-yl]quinazoline C12(CC3CC(CC(C1)C3)C2)C2=NC3=CC(=CC=C3C(=N2)N2CC(C2)CCNS(N)(=O)=O)OC